[2,3-difluoro-4-[1-(2-methoxyethyl)-3-phenyl-pyrazol-4-yl]phenyl]boronic acid FC1=C(C=CC(=C1F)C=1C(=NN(C1)CCOC)C1=CC=CC=C1)B(O)O